N[C@]1(CN(CC1)C1=C(C(=C(C=C1)F)Br)CN1C2=NC=NC(=C2N=C1)N)C(=O)NC1CC1 (R)-3-amino-1-(2-((6-amino-9H-purin-9-yl)methyl)-3-bromo-4-fluorophenyl)-N-cyclopropylpyrrolidine-3-carboxamide